5-(2-(((1s,4s)-4-hydroxy-4-methylcyclohexyl)amino)-4-methoxy-7H-pyrrolo[2,3-d]pyrimidin-5-yl)-N-methylpyrazolo[1,5-a]pyridine-3-carboxamide OC1(CCC(CC1)NC=1N=C(C2=C(N1)NC=C2C2=CC=1N(C=C2)N=CC1C(=O)NC)OC)C